C(CCC)N1C2=C(N=C(C1=O)Cl)CCOC2 4-butyl-2-chloro-7,8-dihydro-5H-pyrano[3,4-b]pyrazin-3-one